ClC1=NC=2C=C(C=3C(C2C(=N1)C1=NN(C=C1)C)=CN(N3)C)C3=CC(=CC1=CC=C(C(=C31)CC)F)OCOC 7-chloro-4-[8-ethyl-7-fluoro-3-(methoxymethoxy)-1-naphthyl]-2-methyl-9-(1-methylpyrazol-3-yl)pyrazolo[4,3-f]quinazoline